N3-Methyl-1-((S)-1-phenylethyl)-N5-(tetrahydro-2H-pyran-3-yl)-1H-pyrazole-3,5-dicarboxamide CNC(=O)C1=NN(C(=C1)C(=O)NC1COCCC1)[C@@H](C)C1=CC=CC=C1